C(=CC)C(C(=O)O)C1=CC=CC=C1 propenylphenylacetic acid